(2-((4-(4-ethylpiperazin-1-yl)phenyl)amino)-4-((tetrahydro-2H-pyran-4-yl)amino)-7H-pyrrolo[2,3-d]pyrimidin-5-yl)(phenyl)methanone C(C)N1CCN(CC1)C1=CC=C(C=C1)NC=1N=C(C2=C(N1)NC=C2C(=O)C2=CC=CC=C2)NC2CCOCC2